6-aminobenzo[d]isoxazol-3(2H)-one NC1=CC2=C(C(NO2)=O)C=C1